[Si](C)(C)(C(C)(C)C)O[C@H]1CN(CC[C@@H]1N1C([C@@H](CC1)OC[C@H](C)NC(OC(C)(C)C)=O)=O)C1=NC=C(C=N1)C(F)(F)F tert-butyl ((S)-1-(((R)-1-((3S,4S)-3-((tert-butyldimethylsilyl)oxy)-1-(5-(trifluoromethyl)pyrimidin-2-yl)piperidin-4-yl)-2-oxopyrrolidin-3-yl)oxy)propan-2-yl)carbamate